4-(tert-Butoxycarbonyl)-2-oxobicyclo[2.2.2]octane-1-carboxylic acid C(C)(C)(C)OC(=O)C12CC(C(CC1)(CC2)C(=O)O)=O